NC=1C(=C(C(=O)OC)C=CC1Cl)Cl Methyl 3-amino-2,4-dichlorobenzoate